cis-2,4-hexadiene-1,6-diol C(\C=C/C=CCO)O